CC1=C(N)C(=CC=C1B1OC(C(O1)(C)C)(C)C)C 2,6-dimethyl-3-(4,4,5,5-tetramethyl-1,3,2-dioxaborolan-2-yl)aniline